tert-butyl (1,4-dimethyl-1,4-dihydrochromeno[4,3-c]pyrazol-6-yl)carbamate CN1N=CC2=C1C=1C=CC=C(C1OC2C)NC(OC(C)(C)C)=O